(triazolylphenyl)-adamantane N1N=NC(=C1)C1=C(C=CC=C1)C12CC3CC(CC(C1)C3)C2